(R)-6-(3-amino-6-(2-fluoro-4-(2-methylpiperidin-1-yl)phenyl)pyrazin-2-yl)-3,4-dihydroisoquinolin-1(2H)-one NC=1C(=NC(=CN1)C1=C(C=C(C=C1)N1[C@@H](CCCC1)C)F)C=1C=C2CCNC(C2=CC1)=O